1-[3-(4,4,5,5-tetramethyl-1,3,2-dioxaborolan-2-yl)phenyl]imidazolidin-2-one tert.-Butylperoxy-2-ethylhexanoat C(C)(C)(C)OOC(C(=O)O)(CCCC)CC.CC1(OB(OC1(C)C)C=1C=C(C=CC1)N1C(NCC1)=O)C